N-(3-fluoro-4-(1-(6-oxopiperidin-3-yl)-1H-pyrazol-4-yl)phenyl)-2-(6-(trifluoromethyl)pyridin-2-yl)acetamide FC=1C=C(C=CC1C=1C=NN(C1)C1CNC(CC1)=O)NC(CC1=NC(=CC=C1)C(F)(F)F)=O